N-allyl-3,4-difluoro-5-((3-fluoro-2-((N-methylaminosulfonyl)amino)pyridin-4-yl)methyl)-2-((2-fluoro-4-methoxyphenyl)amino)benzamide C(C=C)NC(C1=C(C(=C(C(=C1)CC1=C(C(=NC=C1)NS(=O)(=O)NC)F)F)F)NC1=C(C=C(C=C1)OC)F)=O